6-fluoro-N-((3S,4R)-3-fluoro-1-(oxetan-3-yl)piperidin-4-yl)-5-(1-(2-fluoroethyl)-1H-benzo[d][1,2,3]triazol-6-yl)-4-(methoxy-d3)pyrrolo[2,1-f][1,2,4]triazin-2-amine FC=1C(=C2C(=NC(=NN2C1)N[C@H]1[C@H](CN(CC1)C1COC1)F)OC([2H])([2H])[2H])C=1C=CC2=C(N(N=N2)CCF)C1